BrC1=CC=CC(=N1)C(=O)NNC(C)C 2-(6-Bromopyridineformyl)-N-isopropylhydrazine